N[C@H]1[C@H]([C@@H]2CC[C@H](C1)N2C(=O)OC(C)(C)C)F tert-butyl (1S,2R,3R,5R)-3-amino-2-fluoro-8-azabicyclo[3.2.1]octane-8-carboxylate